(5,5-difluoro-6,7-dihydro-5H-cyclopenta[b]pyridin-3-yl)-carboxylic acid tert-butyl ester C(C)(C)(C)OC(=O)C=1C=C2C(=NC1)CCC2(F)F